C(C(=C)C)(=O)OC(C(C(C(C(C(C(C(C(C(C(F)(F)F)(F)F)(F)F)(F)F)(F)F)(F)F)(F)F)(F)F)(F)F)(F)F)(F)F perfluoro-undecyl methacrylate